6-Bromo-8-cyclopentyl-2-(5-diethylamino-pyridin-2-ylamino)-5-methyl-8H-pyrido[2,3-d]pyrimidin-7-one BrC1=C(C2=C(N=C(N=C2)NC2=NC=C(C=C2)N(CC)CC)N(C1=O)C1CCCC1)C